7-(azetidin-1-yl)-2-(2,6-difluorobenzyl)-8-(3-methylimidazo[1,2-a]pyridin-6-yl)-[1,2,4]triazolo[1,5-c]pyrimidin-5-amine N1(CCC1)C1=C(C=2N(C(=N1)N)N=C(N2)CC2=C(C=CC=C2F)F)C=2C=CC=1N(C2)C(=CN1)C